(3-hydroxy-3,3-diphosphonopropyl)(methyl)carbamodithioic acid OC(CCN(C(=S)S)C)(P(=O)(O)O)P(=O)(O)O